2,3-diacetoxypropanoic acid C(C)(=O)OC(C(=O)O)COC(C)=O